C(C)(C)(C)N[C@@H]1CN(CC1)C=1N=NC(=CN1)C1=C(C=C2C=NN(C(C2=C1)=O)C)OCOC 7-{3-[(3S)-3-(tert-butylamino)pyrrolidin-1-yl]-1,2,4-triazin-6-yl}-6-(methoxymethoxy)-2-methylphthalazin-1-one